C(C1=CC=CC=C1)(C1=CC=CC=C1)OC1CCNCC1 4-(benzhydroxy)piperidine